TETRAHYDRO-PYRAN-3-CARBALDEHYDE O1CC(CCC1)C=O